N-[4-cyano-5-(4,4,5,5-tetramethyl-1,3,2-dioxaborolan-2-yl)-2-[(1S)-2,2,2-tri-fluoro-1-methyl-ethyl]pyrazol-3-yl]carbamate C(#N)C1=C(N(N=C1B1OC(C(O1)(C)C)(C)C)[C@H](C(F)(F)F)C)NC([O-])=O